3-((3-bromophenyl)(4-methyl-4H-1,2,4-triazol-3-yl)methyl)cyclobutyl methanesulfonate CS(=O)(=O)OC1CC(C1)C(C1=NN=CN1C)C1=CC(=CC=C1)Br